2-Bromopyrazolo[1,5-a]pyrimidine-3-carboxylic acid ethyl ester C(C)OC(=O)C=1C(=NN2C1N=CC=C2)Br